N1CCC2(CC1)COC1=C(C2)C=CC(=C1)NC1C(NC(CC1)=O)=O 3-(Spiro[benzopyran-3,4'-piperidin]-7-ylamino)piperidine-2,6-dione